methyl 4-propoxy-3-oxobutanoate C(CC)OCC(CC(=O)OC)=O